1,N1-diethyl-N2-methylethane-1,2-diamine C(C)C(CNC)NCC